N=C1SCC(N1C=1SC=CN1)=O 2-imino-3-(thiazol-2-yl)thiazolidin-4-one